FC1=C(CN2[C@@H](CCC2=O)CC(=O)N[C@H](C(SCC2=CC=CC=C2)=O)C(C)C)C=CC=C1F S-Benzyl (S)-2-(2-((S)-1-(2,3-difluorobenzyl)-5-oxopyrrolidin-2-yl)acetamido)-3-methylbutanethioate